C(C)(C)C1=NN(C(=C1)S(=O)(=O)N1CC2(C1)CN(C2)C2CCOCC2)C 2-((3-isopropyl-1-methyl-1H-pyrazol-5-yl)sulfonyl)-6-(tetrahydro-2H-pyran-4-yl)-2,6-diazaspiro[3.3]heptane